CN([C@@H](C)C=1C=C(C=CC1)O)C (S)-3-(1-(dimethylamino)ethyl)phenol